4-chloro-2-(1-cyclopropyl-2-hydroxy-2-methylpropyl)-7-(4-(1-methyl-1H-pyrazol-4-yl)phenyl)isoindolin-1-one ClC1=C2CN(C(C2=C(C=C1)C1=CC=C(C=C1)C=1C=NN(C1)C)=O)C(C(C)(C)O)C1CC1